3-(4-hydroxyphenyl)-3-(piperazin-1-yl)-7-(trifluoromethyl)indol-2-one OC1=CC=C(C=C1)C1(C(NC2=C(C=CC=C12)C(F)(F)F)=O)N1CCNCC1